C(C)(C)(C)C=C(C(=O)O)C.C(C(=C)C)(=O)OC(C)(C)C t-Butyl methacrylate (Tertiary Butyl methacrylate)